ClC=1C=C(C=CC1C(=O)N1CCOCC1)NC1CN(C1)C1CCN(CC1)C([C@@](C(F)(F)F)(C1=CC=CC=C1)O)=O (R)-1-(4-(3-((3-chloro-4-(morpholine-4-carbonyl)phenyl)amino)azetidin-1-yl)piperidin-1-yl)-3,3,3-trifluoro-2-hydroxy-2-phenylpropan-1-one